L-m-cyanophenylalanine C(#N)C=1C=C(C[C@H](N)C(=O)O)C=CC1